COC(C(C)(C)C1=CC=C(C=C1)N1CCC(CC1)C(N)=O)=O 2-(4-(4-carbamoylpiperidin-1-yl)phenyl)-2-methylpropanoic acid methyl ester